Tert-butyl 5-[[4-(aminomethyl)-3-fluoro-phenyl]sulfonyl-[(4-methoxyphenyl)methyl]amino]thiazole-4-carboxylate NCC1=C(C=C(C=C1)S(=O)(=O)N(C1=C(N=CS1)C(=O)OC(C)(C)C)CC1=CC=C(C=C1)OC)F